tert-butyl (3-(2-amino-5-fluorophenyl)propyl)(3-(2-bromo-5-chloro-4-fluorobenzamido)-6-methoxypyridin-2-yl)carbamate NC1=C(C=C(C=C1)F)CCCN(C(OC(C)(C)C)=O)C1=NC(=CC=C1NC(C1=C(C=C(C(=C1)Cl)F)Br)=O)OC